(6R,6'R)-3,3'-(1,10-dihydroxydecane-1,10-diylidene)bis(6-isopropyl-5-methyldihydro-2H-pyran-2,4(3H)-dione) OC(CCCCCCCCC(O)=C1C(O[C@@H](C(C1=O)C)C(C)C)=O)=C1C(O[C@@H](C(C1=O)C)C(C)C)=O